3-(trifluoromethoxymethyl)cyclobutane FC(OCC1CCC1)(F)F